CN1CCC(CC1)C1=CC=C(C=C1)C1=CC=2N=CNC(C2N=C1)=O 7-(4-(1-methylpiperidin-4-yl)phenyl)-4-oxopyrido[3,2-d]pyrimidin